calcium disodium salt [Na].[Na].[Ca]